COC=1C=C(C(=O)N)C=CC1NCC#CC=1N(C2=CC=CC(=C2C1)NC1CCC(CC1)N(C)C)CC(F)(F)F 3-methoxy-4-{[3-(4-{[(1S,4S)-4-(dimethylamino)cyclohexyl]amino}-1-(2,2,2-trifluoroethyl)-1H-indol-2-yl)prop-2-yn-1-yl]amino}benzamide